2-((3,5-Bis((E)-4-ethoxy-3-methoxybenzylidene)-4-oxocyclohexyl)carbamoyl)pyridin-1-ium trifluoroacetate FC(C(=O)[O-])(F)F.C(C)OC1=C(C=C(\C=C\2/CC(C\C(\C2=O)=C/C2=CC(=C(C=C2)OCC)OC)NC(=O)C2=[NH+]C=CC=C2)C=C1)OC